5-((6-((1,3-dimethyl-1H-pyrazol-5-yl)amino)-1-methyl-1H-pyrazolo[3,4-d]pyrimidin-3-yl)amino)-6-methylnicotinic acid CN1N=C(C=C1NC1=NC=C2C(=N1)N(N=C2NC=2C(=NC=C(C(=O)O)C2)C)C)C